FC=1C=CC=C2C(N(C=3N(C12)C(=NN3)SC([2H])([2H])[2H])CCC)=O 9-fluoro-1-((methyl-d3)thio)-4-propyl-[1,2,4]triazolo[4,3-a]quinazolin-5(4H)-one